[C@@H]12OC[C@@H](NC1)[C@@H]2NC(OC(C)(C)C)=O tert-butyl ((1R,4S,7S)-2-oxa-5-azabicyclo[2.2.1]heptan-7-yl)carbamate